titanium(IV) formate C(=O)[O-].[Ti+4].C(=O)[O-].C(=O)[O-].C(=O)[O-]